4-benzyl-2,6-dimethoxy-phenol C(C1=CC=CC=C1)C1=CC(=C(C(=C1)OC)O)OC